3-(5-amino-2-((6-methylpyridin-2-yl)methoxy)-8-(pyrimidin-4-yl)-[1,2,4]triazolo[1,5-c]pyrimidin-7-yl)benzonitrile NC1=NC(=C(C=2N1N=C(N2)OCC2=NC(=CC=C2)C)C2=NC=NC=C2)C=2C=C(C#N)C=CC2